(E)-9-(benzo[d][1,3]dioxol-5-yl)-4-hydroxy-6,7-dimethoxy-2-((4-(trifluoromethyl)benzylidene)amino)-2,3-dihydro-1H-benzo[f]isoindol-1-one O1COC2=C1C=CC(=C2)C=2C=1C(N(CC1C(=C1C2C=C(C(=C1)OC)OC)O)/N=C/C1=CC=C(C=C1)C(F)(F)F)=O